FC(C1=C(C=CC=C1)C1=CC2=C(N=C(S2)N)C=C1)(F)F 6-[2-(trifluoromethyl)phenyl]-1,3-benzothiazol-2-amine